C(C)OC(=O)C=1C(N(C2=NC=C(C=C2C1)Br)CC1=NC=CC=N1)=O 6-bromo-2-oxo-1-(pyrimidin-2-ylmethyl)-1,2-dihydro-1,8-naphthyridine-3-carboxylic acid ethyl ester